C(C)(C)(C)OC(=O)N1CC=2C(N(C=3N=CC=CC3C2CC1)CC1=CC=C(C=C1)[N+](=O)[O-])=O 6-(4-nitrobenzyl)-5-oxo-1,4,5,6-tetrahydropyrido[3,4-C][1,8]naphthyridine-3(2H)-carboxylic acid tert-butyl ester